2-(2-(Ethylamino)ethoxy)-5-(3'-methyl-2'-oxo-2',3'-dihydrospiro[cyclobutane-1,1'-pyrrolo[2,3-c]quinolin]-8'-yl)pyridin C(C)NCCOC1=NC=C(C=C1)C1=CC=2C3=C(C=NC2C=C1)N(C(C31CCC1)=O)C